ClC1=NC(=NC(=N1)C1=CC=CC2=CC=CC=C12)C1=CC2=CC=CC=C2C=C1 chloro-4-(naphthalen-1-yl)-6-(naphthalen-2-yl)-1,3,5-triazine